CC1(OC=2C(C=C1)=C(C=C(C2)CCCCC)O)CCC=C(C)C 2-methyl-2-(4-methyl-3-penten-1-yl)-7-pentyl-2H-1-benzopyran-5-ol